N6,N6-Dibutyl-N2-((6-(2-(methylsulfonyl)pyrimidin-5-yl)hex-5-ynoyl)-L-valyl)-L-lysine C(CCC)N(CCCC[C@H](NC([C@@H](NC(CCCC#CC=1C=NC(=NC1)S(=O)(=O)C)=O)C(C)C)=O)C(=O)O)CCCC